4-bromo-N,N,3-trimethyl-benzamide BrC1=C(C=C(C(=O)N(C)C)C=C1)C